dimethoxymethyl(2-isopropenylphenyl)silane COC(OC)[SiH2]C1=C(C=CC=C1)C(=C)C